5-(3-hydroxypropyl)-3-(2-nitrophenylsulfinyl)amino-2H-1,2,4-triazole OCCCC=1N=C(NN1)NS(=O)C1=C(C=CC=C1)[N+](=O)[O-]